1-((1-(pentyloxy)-2-propyl)oxy)-2-propanol C(CCCC)OCC(C)OCC(C)O